N1=NN=NC(=C1)CN Tetrazinemethylamine